ClC=1C=NN(C1C1=NN2C(NC(CC2)=O)=C1[N+](=O)[O-])C(C)C 2-(4-chloro-1-isopropyl-1H-pyrazol-5-yl)-3-nitro-6,7-dihydropyrazolo[1,5-a]pyrimidin-5(4H)-one